O1C(=CC=C1)CN 2-furylmethanamine